platinum-platinum rhodium [Rh].[Pt].[Pt]